4-[5-(3-[([1R,2S]-2-[4-fluorophenyl]cyclopropyl)amino]propyl)-3-(4-methylpiperazin-1-yl)-2-oxopyrazin-1(2H)-yl]-N,N-dimethylbenzenesulfonamide FC1=CC=C(C=C1)[C@H]1[C@@H](C1)NCCCC=1N=C(C(N(C1)C1=CC=C(C=C1)S(=O)(=O)N(C)C)=O)N1CCN(CC1)C